C(C)(C)(C)OC(=O)N1[C@H](CC[C@H]1CC1=CC=C(C=C1)OC)[C@H](O)C=1C=NC=C(C1)F (2R,5s)-2-((R)-(5-fluoropyridin-3-yl)(hydroxy)methyl)-5-(4-methoxybenzyl)pyrrolidine-1-carboxylic acid tert-butyl ester